(-)-4-(m-Tolyl)-3,4-dihydrobenzo[e][1,2,3]oxathiazine 2,2-dioxide C1(=CC(=CC=C1)C1NS(OC2=C1C=CC=C2)(=O)=O)C